ClC1=CC=C(S1)CNC1=C(C(=NN1)C1CCN(CC1)C(=O)N1CCOCC1)C N-[(5-chlorothiophen-2-yl)methyl]-4-methyl-3-[1-(morpholine-4-carbonyl)piperidin-4-yl]-1H-pyrazol-5-amine